[Si](C)(C)(C(C)(C)C)O[C@@H]([C@@H](C)S(=O)(=O)N)CC=C (2R,3R)-3-((TERT-BUTYLDIMETHYLSILYL)OXY)HEX-5-ENE-2-SULFONAMIDE